ClC1=CC(=C(C=N1)C1=NC=C(C=C1)OCCN(C)C)NC1CCC(CC1)CO ((1s,4s)-4-((6'-Chloro-5-(2-(dimethylamino)ethoxy)-[2,3'-bipyridin]-4'-yl)amino)cyclohexyl)methanol